5-chloro-N4-(2-dimethylphosphorylphenyl)-N2-(1-methylindazol-5-yl)pyrimidine-2,4-diamine ClC=1C(=NC(=NC1)NC=1C=C2C=NN(C2=CC1)C)NC1=C(C=CC=C1)P(=O)(C)C